C(#N)C=1C=C(C=CC1)N1N=CC(=C1)CC(=O)O 2-[1-(3-cyanophenyl)-1H-pyrazol-4-yl]acetic acid